N1=CC=C(C=C1)CC=1N=C(N(C1)COCC[Si](C)(C)C)C=CC#N (L)-3-(4-(Pyridin-4-ylmethyl)-1-((2-(trimethylsilyl)ethoxy)methyl)-1H-imidazol-2-yl)acrylonitrile